C(CCC)O (2R,3R)-butanol